1,2,4-Cyclohexanetricarboxylic anhydride C1CC2C(CC1C(=O)O)C(=O)OC2=O